2,6-dimethoxynicotinic acid COC1=C(C(=O)O)C=CC(=N1)OC